Tert-butyl (S)-4-((R)-3-((S)-2-(((allyloxy)carbonyl)amino)-3-methoxy-N-methylpropanamido)-3-(4-chlorobenzyl)piperidin-1-yl)-3-(3,3-difluorocyclobutyl)-4-oxobutanoate C(C=C)OC(=O)N[C@H](C(=O)N(C)[C@@]1(CN(CCC1)C([C@@H](CC(=O)OC(C)(C)C)C1CC(C1)(F)F)=O)CC1=CC=C(C=C1)Cl)COC